BrC1=CC=C(C=2N=C(OC21)N2CC1CCC(C2)N1C(=O)OC(C)(C)C)OC(F)(F)F tert-Butyl 3-(7-bromo-4-(trifluoromethoxy)benzo[d]oxazol-2-yl)-3,8-diazabicyclo[3.2.1]octane-8-carboxylate